3-(4-iodophenyl)morpholine-4-carboxylic acid tert-butyl ester C(C)(C)(C)OC(=O)N1C(COCC1)C1=CC=C(C=C1)I